COC(=O)C=1N=C(C=C2C1NC=C2)N2C=NC=C2 5-(1H-imidazol-1-yl)-1H-pyrrolo[2,3-c]Pyridine-7-carboxylic acid methyl ester